5-(2-(2-Chloro-3-fluorophenyl)-5-oxopyrrolidin-1-yl)-3-fluoro-N-((R,E)-4-(methylsulfonyl)but-3-en-2-yl)picolinamide ClC1=C(C=CC=C1F)C1N(C(CC1)=O)C=1C=C(C(=NC1)C(=O)N[C@H](C)\C=C\S(=O)(=O)C)F